NC/C(/CN1NC=NC1=O)=C\F 1-[(E)-2-(aminomethyl)-3-fluoro-allyl]-5-oxo-1,2,4-triazole